[2-Iodo-4-(4-isopropyl-benzylamino)-phenyl]-carbamic acid propyl ester C(CC)OC(NC1=C(C=C(C=C1)NCC1=CC=C(C=C1)C(C)C)I)=O